3-(2-aminoquinolin-6-yl)-4-methyl-N-(4-((4-methylpiperazin-1-yl)methyl)-3-(trifluoromethyl)phenyl)benzamide NC1=NC2=CC=C(C=C2C=C1)C=1C=C(C(=O)NC2=CC(=C(C=C2)CN2CCN(CC2)C)C(F)(F)F)C=CC1C